CC1=C(C=NC(=C1C)N1C([C@@H]2C[C@@H]2C1)=O)[C@H](C)N1N=NC(=C1)C(=O)N 1-((S)-1-(4,5-dimethyl-6-((1R,5S)-2-oxo-3-azabicyclo[3.1.0]hexan-3-yl)pyridin-3-yl)ethyl)-1H-1,2,3-triazole-4-carboxamide